C(C)OP(=O)(OCC)CCCP(OCCCC)(OCCCC)=O Dibutyl (3-(diethoxyphosphoryl) propyl)phosphonate